FC1=C(C(=C(C(=C1C1=CC=C(C=C1)C1CCC(CC1)CCC)F)F)N=C=S)F 1,2,4,5-Tetrafluoro-3-isothiocyanato-6-[4-(4-propylcyclohexyl)phenyl]benzene